ClC=1N=CC=C2C1N(C(=C2)C(=O)N(C)C21CC(C2)(C1)F)COCC[Si](C)(C)C 7-chloro-N-[3-fluorobicyclo[1.1.1]pentan-1-yl]-N-methyl-1-[[2-(trimethylsilyl)ethoxy]methyl]pyrrolo[2,3-c]pyridine-2-carboxamide